3-amino-7-bromo-2,3-dihydro-1H-indene-1-carboxylic acid methyl ester COC(=O)C1CC(C2=CC=CC(=C12)Br)N